The molecule is a beta-D-glucosyl-(1->4)-N-acetyl-D-glucosaminyl undecaprenyl diphosphate in which the anomeric centre connected to the diphosphate group has alpha-configuration. It is a conjugate acid of a beta-D-glucosyl-(1->4)-N-acetyl-alpha-D-glucosaminyl undecaprenyl diphosphate(2-). CC(=CCC/C(=C/CC/C(=C/CC/C(=C\\CC/C(=C\\CC/C(=C\\CC/C(=C\\CC/C(=C\\CC/C(=C\\CC/C(=C\\CC/C(=C\\COP(=O)(O)OP(=O)(O)O[C@@H]1[C@@H]([C@H]([C@@H]([C@H](O1)CO)O[C@H]2[C@@H]([C@H]([C@@H]([C@H](O2)CO)O)O)O)O)NC(=O)C)/C)/C)/C)/C)/C)/C)/C)/C)/C)/C)C